1-[4-(trifluoromethyl)pyridin-2-yl]methylamine hydrochloride Cl.FC(C1=CC(=NC=C1)CN)(F)F